(2S)-2-[[(2S)-2-amino-3-[4-[bis(2-chloro-1,1,2,2-tetradeuterioethyl)amino]phenyl]propanoyl]amino]-3-(4-fluorophenyl)propanoate N[C@H](C(=O)N[C@H](C(=O)[O-])CC1=CC=C(C=C1)F)CC1=CC=C(C=C1)N(C(C(Cl)([2H])[2H])([2H])[2H])C(C([2H])([2H])Cl)([2H])[2H]